2-(4-ethoxyphenoxy)-N-(1H-pyrazol-3-yl)-N-(tetrahydro-thiophen-2-yl-methyl)acetamide C(C)OC1=CC=C(OCC(=O)N(CC2SCCC2)C2=NNC=C2)C=C1